COC(=O)C=1C=C(C2=C(NC=N2)C1)Br 4-bromo-1H-benzo[d]imidazole-6-carboxylic acid methyl ester